2-(4-((2-(4-((tert-butoxycarbonyl)(3,5-difluoro-4-(trifluoromethoxy)benzyl)amino)butoxy)ethyl)amino)-1-(tetrahydro-2H-pyran-2-yl)-1H-indazol-6-yl)acetic acid C(C)(C)(C)OC(=O)N(CCCCOCCNC1=C2C=NN(C2=CC(=C1)CC(=O)O)C1OCCCC1)CC1=CC(=C(C(=C1)F)OC(F)(F)F)F